(R)-2-(amino(1-(4-aminopyridin-2-yl)piperidin-4-yl)methyl)-4,5-dichlorophenol N[C@@H](C1=C(C=C(C(=C1)Cl)Cl)O)C1CCN(CC1)C1=NC=CC(=C1)N